CCCN(CCC)C1=C(C=C(C=C1[N+](=O)[O-])S(=O)(=O)N)[N+](=O)[O-] The molecule is a sulfonamide that is benzenesulfonamide substituted at positions 3 and 5 by nitro groups and at position 4 by a dipropylamino group. It has a role as a herbicide, an agrochemical and an antimitotic. It is a sulfonamide, a C-nitro compound, an aromatic amine and a tertiary amino compound.